1-(3-pyrimidin-2-ylpyrazin-2-yl)ethanamine trifluoroacetate salt FC(C(=O)O)(F)F.N1=C(N=CC=C1)C=1C(=NC=CN1)C(C)N